C1(CCCCCC1)OC1=CC=C(C=C1)NC=1SC(=C(N1)C)C(C)=O 2-((4-(cycloheptyloxy)phenyl)amino)-4-methyl-5-acetyl-thiazole